2-(4-bromophenyl)-1H-pyrrolo[3,2-c]pyridine BrC1=CC=C(C=C1)C1=CC=2C=NC=CC2N1